5-methyl-2,4-dioxo-1,4-dihydrothieno[2,3-d]pyrimidin CC1=CSC=2NC(NC(C21)=O)=O